2,2,2-Trifluoro-N-(4-((3-isopropyl-1H-indazol-5-yl)methyl)-3,5-dimethylphenyl)acetamide FC(C(=O)NC1=CC(=C(C(=C1)C)CC=1C=C2C(=NNC2=CC1)C(C)C)C)(F)F